methyl (2S)-5-cyclobutoxy-6-[1-(1,1-dioxo-1λ6-thietan-3-yl)-1H-pyrazol-4-yl]-2-methyl-1,2,3,4-tetrahydroquinoline-1-carboxylate C1(CCC1)OC1=C2CC[C@@H](N(C2=CC=C1C=1C=NN(C1)C1CS(C1)(=O)=O)C(=O)OC)C